3-methyl-5-(N-(2-(trifluoromethyl)-4-bromobenzyl)-N-phenethylsulfamoyl)benzofuran-2-carboxylic acid CC1=C(OC2=C1C=C(C=C2)S(N(CCC2=CC=CC=C2)CC2=C(C=C(C=C2)Br)C(F)(F)F)(=O)=O)C(=O)O